Acetic acid (E)-6,10-dimethyldodeca-5,9-dien-2-yl ester C\C(=C/CCC(C)OC(C)=O)\CCC=C(CC)C